N1(CCNCC1)[C@H](C)C1=CC=C(C(=O)OC)C=C1 Methyl (R)-4-(1-(piperazin-1-yl)ethyl)benzoate